[1-[[2,2-dimethyl-3-[[(2R,4R)-2-(trifluoromethyl)chroman-4-yl]carbamoyl]cyclopropyl]-pyridin-1-ium-3-yl-methyl]-4,4-dimethyl-6-oxo-hexahydropyrimidin-2-ylidene]ammonium CC1(C(C1C(N[C@@H]1C[C@@H](OC2=CC=CC=C12)C(F)(F)F)=O)C(N1C(NC(CC1=O)(C)C)=[NH2+])C=1C=[NH+]C=CC1)C